COC(=O)C=1C=C2C(=NN(C2=CC1)CC(F)F)C1=CC(=C(C=C1)Cl)Cl 3-(3,4-dichlorophenyl)-1-(2,2-difluoroethyl)-1H-indazole-5-carboxylic acid methyl ester